O.C(\C=C/C(=O)O)(=O)O.CN(C/C=C/C(=O)N)C (E)-4-(dimethylamino)but-2-enamide maleate monohydrate